C(CCCCCCCCCC=CCCCCCCCC)(=O)OCCCCCCCCCCCCCCCO 15-hydroxypentadecyl eicos-11-enoate